C1(=CC=CC=C1)C=1C=CC=2N(N1)C(=CN2)C=2C=C(C=CC2)O 3-(6-phenylimidazo[1,2-b]pyridazin-3-yl)phenol